(R)-2,7-dimethyl-3-(((trifluoromethyl)sulfonyl)oxy)-2,4,5,7-tetrahydro-6H-pyrazolo[3,4-c]pyridine-6-carboxylic acid tert-butyl ester C(C)(C)(C)OC(=O)N1[C@@H](C=2C(CC1)=C(N(N2)C)OS(=O)(=O)C(F)(F)F)C